NC1=C2C(=NC=N1)N(N=C2C2=CC=C(C=C2)OC2=CC=CC=C2)C2CCN(CC2)CC=2C=C1CN(C(C1=CC2)=O)C2C(NC(CC2)=O)=O 3-(5-((4-(4-amino-3-(4-phenoxyphenyl)-1H-pyrazolo[3,4-d]pyrimidin-1-yl)piperidin-1-yl)methyl)-1-oxoisoindoline-2-yl)piperidine-2,6-dione